C(C=CCCCCCCCCCCCCCCC)(=O)OCC Octadecenoic acid, ethyl ester